butanediyl ether C1CCCO1